(7R)-2-chloro-N-[2-(1H-indol-3-yl)ethyl]-7-(methoxymethyl)-7,8-dihydro-6H-pyrimido[5,4-b][1,4]oxazin-4-amine ClC=1N=C(C=2OC[C@H](NC2N1)COC)NCCC1=CNC2=CC=CC=C12